triphenylcarbenium tetrakis-(2,3,4,6-tetrafluorophenyl)borate FC1=C(C(=CC(=C1F)F)F)[B-](C1=C(C(=C(C=C1F)F)F)F)(C1=C(C(=C(C=C1F)F)F)F)C1=C(C(=C(C=C1F)F)F)F.C1(=CC=CC=C1)[C+](C1=CC=CC=C1)C1=CC=CC=C1